FC1=CC2=C(NC=N2)C=C1C#N 5-fluoro-1H-benzo[d]imidazole-6-carbonitrile